[N+](=O)([O-])C=1C=C(C=CC1NCCSC1=CC=CC=C1)S(=O)(=O)NC(=O)C1=CC=C(C=C1)N1CCNCC1 4-[4-[[3-Nitro-4-(2-phenylsulfanylethylamino)phenyl]sulfonylcarbamoyl]phenyl]piperazine